FC=1C=CC=2C=C3N(C2C1)C=NN(C3=O)CC(=O)OC methyl 2-(7-fluoro-1-oxo-[1,2,4]triazino[4,5-a]indol-2-yl)acetate